2,2,2-trichloroethyl-7,9-dibenzyl-3,7,9-triazabicyclo[3.3.1]nonane-3-carboxylate ClC(COC(=O)N1CC2CN(CC(C1)N2CC2=CC=CC=C2)CC2=CC=CC=C2)(Cl)Cl